C(CCCCC)C(CC(=O)OCCCCCC)CCCCCC hexyl 3-hexylnonanoate